(1S)-1-(pyridin-2-yl)ethanol N1=C(C=CC=C1)[C@H](C)O